5-trifluoromethyl-2-(2-hydroxy-3-alpha-cumyl-5-tert-octylphenyl)-2H-benzo-triazole FC(C1=CC=2C(=NN(N2)C2=C(C(=CC(=C2)C(C)(C)CC(C)(C)C)C(C)(C)C2=CC=CC=C2)O)C=C1)(F)F